The molecule is a fatty acid ethyl ester resulting from the formal condensation of octanoic acid with ethanol. It has a role as a metabolite. It is a fatty acid ethyl ester and an octanoate ester. CCCCCCCC(=O)OCC